FC1(CC2(C1)CN(CC2)C2=NC=CC1=C2N=C(N=C1)S(=O)(=O)C)F 8-(2,2-difluoro-6-azaspiro[3.4]octan-6-yl)-2-(methylsulfonyl)pyrido[3,4-d]pyrimidine